O1CCN(CC1)CCC[SiH](C1=CC=C(C=C1)C(=C)C1=CC=CC=C1)COC 1-[4-[(3-morpholinopropyl)methoxymethylsilyl]phenyl]-1-phenylethylene